1-heptadecanoyl-2-docosanoyl-glycero-3-phospho-(1'-sn-glycerol) CCCCCCCCCCCCCCCCCCCCCC(=O)O[C@H](COC(=O)CCCCCCCCCCCCCCCC)COP(=O)(O)OC[C@H](CO)O